(3-bromo-2-fluorophenyl)-1H-pyrazole-5-carboxylic acid BrC=1C(=C(C=CC1)N1N=CC=C1C(=O)O)F